2-(2,6-difluorophenyl)-acetylhydrazine FC1=C(C(=CC=C1)F)CC(=O)NN